4-Bromo-6,7,8,9-tetrahydro-5H-pyrido[2,3-b]indole BrC1=CC=NC=2NC=3CCCCC3C21